cyclohexyl [(4-nitrophenyl)oxy]methanoate [N+](=O)([O-])C1=CC=C(C=C1)OC(=O)OC1CCCCC1